(Z)-6-bromo-2-hydroxy-5-methoxybenzaldehyde BrC1=C(C=CC(=C1C=O)O)OC